BrC=1C=C2C(=NC1)OC(C=C2)(C)C 6-bromo-2,2-dimethyl-2H-pyrano[2,3-b]pyridine